4-tert-butyl-2,3-xylenol C(C)(C)(C)C1=C(C(=C(C=C1)O)C)C